C(#N)[C@H]1N(CSC1)C(CNC(=O)C1=CC=NC2=CC=C(C=C12)N1C(C(CC1)(C)C)=O)=O (R)-N-(2-(4-Cyanothiazolidin-3-yl)-2-oxoethyl)-6-(3,3-dimethyl-2-oxopyrrolidin-1-yl)quinoline-4-carboxamide